ClC1=CC=C(CC2=CC=C(OC(C(=O)OCC)(CC)C)C=C2)C=C1 ethyl 2-(4-(4-chlorobenzyl) phenoxy)-2-methylbutyrate